CC1=CC(=NN1C1=CC=C(C=C1)OC(F)(F)F)N1CC2N(CC1)CCC(C2)CN2CCOCC2 4-[[2-[5-methyl-1-[4-(trifluoromethoxy)phenyl]pyrazol-3-yl]-1,3,4,6,7,8,9,9a-octahydropyrido[1,2-a]pyrazin-8-yl]methyl]morpholine